2-(4,6-dimethoxy-2-hydroxyphenyl)benzimidazole COC1=CC(=C(C(=C1)OC)C=1NC2=C(N1)C=CC=C2)O